FC1=C(C=CC(=C1)F)N1C(C2=CC=CC(=C2C1)OCC=O)=O 2-((2-(2,4-difluorophenyl)-1-oxoisoindolin-4-yl)oxy)acetaldehyde